C(C)(C)(C)OC(=O)N1CCC12CCN(C2)C2=C1C(=NC=C2)N(C=C1C=1SC(=CN1)C)COCC[Si](C)(C)C 7-[3-(5-methylthiazol-2-yl)-1-(2-trimethylsilylethoxymethyl)pyrrolo[2,3-b]pyridin-4-yl]-1,7-diazaspiro[3.4]octane-1-carboxylic acid tert-butyl ester